Cl.ClC1=CC2=C(C=C1)[C@@H]1NCCC[C@@H]1O2 (4aS,9bS)-7-chloro-1,2,3,4,4a,9b-hexahydrobenzofuro[3,2-b]pyridine hydrogen chloride